CC(CC=C)CCC 4-methyl-1-hepten